CC1=CC=C(C=C1)C(CO)O 1-(4-methylphenyl)ethane-1,2-diol